(4E,6E)-3-(4-Methoxyphenyl)-1-phenyl-7-(m-tolyl)hepta-4,6-dien-1-one COC1=CC=C(C=C1)C(CC(=O)C1=CC=CC=C1)\C=C\C=C\C=1C=C(C=CC1)C